propane-2,2-diyl-bis(cyclohexane-4,1-diyl) terephthalate C1(C2=CC=C(C(=O)OC3CCC(CC3)C(C)(C)C3CCC(CC3)O1)C=C2)=O